C(C)(C)(C)C1(CC(=CC(=C1)C(C)(C)C)C(C)(C)C)O 1,3,5-tri-tert-butylphenol